2-(2,6-dioxo-3-piperidinyl)-5-isopropoxy-6-[1-[3-(4-piperidinyloxy)cyclobutyl]-4-piperidinyl]isoindoline-1,3-dione dihydrochloride Cl.Cl.O=C1NC(CCC1N1C(C2=CC(=C(C=C2C1=O)OC(C)C)C1CCN(CC1)C1CC(C1)OC1CCNCC1)=O)=O